N1=C(N=CC=C1)C1(CCC(CC1)N)N pyrimidin-2-yl-cyclohexane-1,4-diamine